CS(=O)(=O)OCC1(CC1)COCC1=CC=CC=C1 (1-((benzyloxy)methyl)cyclopropyl)methyl methanesulfonate